(S)-4-(cyclopropylethynyl)-4-(trifluoromethyl)-7-vinyl-3,4-dihydro-quinazolin-2(1H)-one C1(CC1)C#C[C@@]1(NC(NC2=CC(=CC=C12)C=C)=O)C(F)(F)F